6-chloro-7-(5,7-dihydro-6H-pyrrolo[3,4-b]pyridin-6-yl)-4-oxo-1-(piperidin-4-yl)-1,4-dihydroquinoline-3-carboxylic acid hydrochloride Cl.ClC=1C=C2C(C(=CN(C2=CC1N1CC2=NC=CC=C2C1)C1CCNCC1)C(=O)O)=O